O=C1N(CC2=CC=CC=C12)CC=O 2-(1-oxo-3H-isoindol-2-yl)acetaldehyde